CC1=NC=C(C(=O)NCC2=NC=C3C=CC(=NC3=C2)C2=NC(=CC=C2)N2C(COC3(CC3)C2)=O)C=C1S(=O)(=O)C 6-methyl-5-(methylsulfonyl)-N-((2-(6-(6-oxo-4-oxa-7-azaspiro[2.5]octan-7-yl)pyridin-2-yl)-1,6-naphthyridin-7-yl)methyl)nicotinamide